C(CC1=CC=CC=C1)N1C=NC2=C1C=CC=C2 1-phenethyl-1H-benzo[d]imidazole